COC(=O)C1(CCOCC1)OC1=C(C=CC(=C1)Br)C#N 4-(5-bromo-2-cyanophenoxy)tetrahydro-2H-pyran-4-carboxylic acid methyl ester